2-amino-4-(8-chloro-4-ethyl-10-fluoro-2-methoxy-5,6-dihydro-4H-[1,4]oxazepino[5,6,7-de]quinazolin-9-yl)-7-fluorobenzo[b]thiophene-3-carbonitrile NC1=C(C2=C(S1)C(=CC=C2C=2C(=C1C=3C(=NC(=NC3C2F)OC)N(CCO1)CC)Cl)F)C#N